S-butyl-N-oleoyl-D-methionine C(CCC)[S+](CC[C@@H](NC(CCCCCCC\C=C/CCCCCCCC)=O)C(=O)O)C